2-[2-(3,4-difluoro-2-methyl-phenoxy)-4-methyl-5-(trifluoromethyl)-3-pyridyl]-5-(1H-imidazol-2-yl)-1H-1,6-naphthyridin-4-one FC=1C(=C(OC2=NC=C(C(=C2C=2NC3=CC=NC(=C3C(C2)=O)C=2NC=CN2)C)C(F)(F)F)C=CC1F)C